FC1(CC(C1)COC1CN(CCC1)C1CCN(CC1)C(=O)OC(C)(C)C)F tert-butyl 3-[(3,3-difluorocyclobutyl)methoxy][1,4'-bipiperidine]-1'-carboxylate